(2S,4S)-1-(3-cyano-6-methyl-4-(trifluoromethyl)pyridin-2-yl)-N-(3-(6-(2-cyanoacetamido)pyridin-2-yl)prop-2-yn-1-yl)-N-(4-fluorophenyl)-4-hydroxypyrrolidine-2-carboxamide C(#N)C=1C(=NC(=CC1C(F)(F)F)C)N1[C@@H](C[C@@H](C1)O)C(=O)N(C1=CC=C(C=C1)F)CC#CC1=NC(=CC=C1)NC(CC#N)=O